ClC=1C=C(C=CC1)N1N=CC(=C1)C(C(=O)NC1=NNC(=C1)C1CCC1)C 2-(1-(3-chlorophenyl)-1H-pyrazol-4-yl)-N-(5-cyclobutyl-1H-pyrazol-3-yl)propanamide